(2S,5R,6R)-3,3-dimethyl-6-(2-phenylacetamido)-7-oxo-4-thia-1-azabicyclo[3.2.0]heptane CC1(CN2C([C@H]([C@H]2S1)NC(CC1=CC=CC=C1)=O)=O)C